C(C)(C)(C)OC(=O)C([C@H](N)C(=O)O)CCCN β-tert-butyloxycarbonyl-L-lysine